5-methoxy-4-[(oxan-4-yl)amino]-1-(2,2,2-trifluoroethyl)-1H-indol COC=1C(=C2C=CN(C2=CC1)CC(F)(F)F)NC1CCOCC1